4-(1,2-dimethylpyrrolo[2,3-b]pyridin-4-yl)-7-[[5-[(3R)-3-(1-hydroxy-1-methyl-ethyl)-1-piperidyl]-2-pyridyl]amino]-2,3-dihydropyrrolo[3,4-c]pyridin-1-one CN1C(=CC=2C1=NC=CC2C2=NC=C(C1=C2CNC1=O)NC1=NC=C(C=C1)N1C[C@@H](CCC1)C(C)(C)O)C